(E)-1-[4-[(1-Hexyltriazol-4-yl)methoxy]-2-hydroxyphenyl]-3-(4-methoxyphenyl)prop-2-en-1-one C(CCCCC)N1N=NC(=C1)COC1=CC(=C(C=C1)C(\C=C\C1=CC=C(C=C1)OC)=O)O